(2S)-1-[2-[4-[[3-(trifluoromethyl)-5-quinolinyl]amino]-1-piperidinyl]acetyl]pyrrolidine-2-carbonitrile FC(C=1C=NC2=CC=CC(=C2C1)NC1CCN(CC1)CC(=O)N1[C@@H](CCC1)C#N)(F)F